C1(CC1)C1=NNC(=N1)C1CC2(CN(C2)C(=O)N2CC3(C2)CCN(CC3)CC3=NNC(=C3)C(F)(F)F)C1 [6-(3-cyclopropyl-1H-1,2,4-triazol-5-yl)-2-azaspiro[3.3]heptan-2-yl]-[7-[[5-(trifluoromethyl)-1H-pyrazol-3-yl]methyl]-2,7-diazaspiro[3.5]nonan-2-yl]methanone